C12CN(CC(NC1)CC2)C2=NC(=NC1=C(C(=C(C=C21)Cl)C2=CC=C(C1=C2N=C(S1)N)F)F)OC[C@]12CCCN2C[C@@H](C1)F 4-(4-(3,6-diazabicyclo-[3.2.2]nonan-3-yl)-6-chloro-8-fluoro-2-(((2R,7aS)-2-fluorotetrahydro-1H-pyrrolizin-7a(5H)-yl)methoxy)-quinazolin-7-yl)-7-fluoro-benzo[d]thiazol-2-amine